C(C=CC1=CC=CC=C1)(=O)NN cinnamic acid hydrazide